(S)-2-(4-oxopyrrolo[1,2-d][1,2,4]triazin-3(4H)yl)-N-(1-(4-(trifluoromethoxy)phenyl)ethyl)acetamide O=C1N(N=CC=2N1C=CC2)CC(=O)N[C@@H](C)C2=CC=C(C=C2)OC(F)(F)F